ClC1=C(C=C(OCC(=O)NC23CC(C2)(C3)NC(COCC3=NC(=NO3)C)=O)C=C1)F 2-(4-chloro-3-fluorophenoxy)-N-(3-{2-[(3-methyl-1,2,4-oxadiazol-5-yl)methoxy]acetamido}bicyclo[1.1.1]pentan-1-yl)acetamide